[O-2].[O-2].[O-2].[O-2].[O-2].[Hf+4] hafnium(IV) pentoxide